N-(4-(2-(2-Aminopyridin-3-yl)-5-phenyl-3H-imidazo[4,5-b]pyridin-3-yl)benzyl)-2-formyl-3-hydroxybenzamide NC1=NC=CC=C1C1=NC=2C(=NC(=CC2)C2=CC=CC=C2)N1C1=CC=C(CNC(C2=C(C(=CC=C2)O)C=O)=O)C=C1